2-((4-(2,7-diazaspiro[3.5]non-2-yl)pyrimidin-5-yl)oxy)-5-fluoro-N,N-diisopropylbenzamide hydrochloride Cl.C1N(CC12CCNCC2)C2=NC=NC=C2OC2=C(C(=O)N(C(C)C)C(C)C)C=C(C=C2)F